C1(CC1)CC1=C(C(=NN1C=1SC=C(N1)C(=O)O)C1=CC(=C(C=C1)F)C(=C)C)CC1=CC(=C(C=C1)S(N)(=O)=O)F 2-(5-(cyclopropylmethyl)-3-(4-fluoro-3-(prop-1-en-2-yl)phenyl)-4-(3-fluoro-4-sulfamoylbenzyl)-1H-pyrazol-1-yl)thiazole-4-carboxylic acid